4-(4-chlorobutoxy)-1H-quinoline-2-one ClCCCCOC1=CC(NC2=CC=CC=C12)=O